3-(2-chloro-3-phenylanilino)-5-formylbenzisoxazole ClC1=C(NC2=NOC3=C2C=C(C=C3)C=O)C=CC=C1C1=CC=CC=C1